2-((3-(2,6-Dioxopiperidin-3-yl)-1-methyl-1H-indazol-6-yl)oxy)-N-(4-(4-methyl-piperazin-1-yl)phenyl)acetamide O=C1NC(CCC1C1=NN(C2=CC(=CC=C12)OCC(=O)NC1=CC=C(C=C1)N1CCN(CC1)C)C)=O